(S)-1-(4-(3-((1r,3R,5S,7S)-3,5-dimethyladamantan-1-yl)ureido)-3-fluorobenzoyl)-N-(2-hydroxyethyl)piperidine-3-Formamide C[C@]12CC3(CC(C[C@@](C1)(C3)C)C2)NC(NC2=C(C=C(C(=O)N3C[C@H](CCC3)C(=O)NCCO)C=C2)F)=O